BrC=1C=C(C(=NC1)C1(CC1)S(=O)(=O)C)F 5-bromo-3-fluoro-2-(1-methanesulfonylcyclopropyl)pyridine